(3R,4R)-4-((7-(5-chloro-3-fluoropyridin-2-yl)-5-fluoropyrrolo[2,1-f][1,2,4]triazin-2-yl)amino)-1-(cyclopropylsulfonyl)piperidin-3-ol ClC=1C=C(C(=NC1)C1=CC(=C2C=NC(=NN21)N[C@H]2[C@@H](CN(CC2)S(=O)(=O)C2CC2)O)F)F